1,22-bis[12-(2-hydroxymethyl-5-methoxyphenoxy)dodecyloxy]docosane OCC1=C(OCCCCCCCCCCCCOCCCCCCCCCCCCCCCCCCCCCCOCCCCCCCCCCCCOC2=C(C=CC(=C2)OC)CO)C=C(C=C1)OC